Cyclobutyl-L-Alanine C1(CCC1)N[C@@H](C)C(=O)O